4-isothiocyanato-2,3-dihydrobenzofuran N(=C=S)C1=CC=CC2=C1CCO2